7-chloro-1-(4-cyclopropyl-1,3-thiazol-2-yl)-5-methyl-4-oxo-1,4-dihydro-1,8-naphthyridine-3-carboxylic acid ethyl ester C(C)OC(=O)C1=CN(C2=NC(=CC(=C2C1=O)C)Cl)C=1SC=C(N1)C1CC1